FC1=C(CSC2=NNC(=N2)C)C=CC=C1 3-[(2-fluorobenzyl)sulfanyl]-5-methyl-[1,2,4]triazol